ClC1=CC2=C(C(=N1)N1CCN(CC1)C(=O)OC(C)(C)C)C(N(C2)[C@@H](C)C2CC2)=O tert-butyl (S)-4-(6-chloro-2-(1-cyclopropylethyl)-3-oxo-2,3-dihydro-1H-pyrrolo[3,4-c]pyridin-4-yl)piperazine-1-carboxylate